(R)-1-methyl-9-(1-methyl-1,2,3,6-tetrahydropyridin-4-yl)-4-((1-methyl-1H-pyrazol-4-yl)methyl)-N-(1-methylcyclopropyl)-5-oxo-1,2,4,5-tetrahydroimidazo[1,2-a]quinazoline-7-sulfonamide C[C@@H]1CN=C2N1C1=C(C=C(C=C1C(N2CC=2C=NN(C2)C)=O)S(=O)(=O)NC2(CC2)C)C=2CCN(CC2)C